[Cu].[Zn].[Al] aluminum-zinc-copper